FC(OC1=CC=C(OC2=NC=C(C=C2C(=O)NC2=CC(=CC=C2)S(=O)(=N)C)C(F)(F)F)C=C1)F 2-[4-(difluoromethoxy)phenoxy]-N-[3-(methylsulfonimidoyl)phenyl]-5-(trifluoromethyl)pyridine-3-carboxamide